C1(CC1)C(=O)C1=CC(=C(COC2=CC=CC(=N2)C2CCN(CC2)CC2=NC3=C(N2C[C@H]2OCC2)C=C(C=C3)C(=O)O)C(=C1)OC)F (S)-2-((4-(6-((4-(Cyclopropanecarbonyl)-2-fluoro-6-methoxybenzyl)oxy)pyridin-2-yl)piperidin-1-yl)methyl)-1-(oxetan-2-ylmethyl)-1H-benzo[d]imidazole-6-carboxylic acid